6-(2-methoxyethoxy)-1H-indol-5-ol COCCOC1=C(C=C2C=CNC2=C1)O